3-(6-(6-chloro-3-methyl-1H-pyrazolo[4,3-c]pyridin-1-yl)-4-methylpyridin-2-yl)-3-methoxytetrahydrothiophene 1-oxide ClC1=CC2=C(C=N1)C(=NN2C2=CC(=CC(=N2)C2(CS(CC2)=O)OC)C)C